C(CCC)N1CN(C=C1)CC(C(C)(C)C)=O 1-butyl-3-(3,3-dimethyl-2-oxobutyl)-imidazole